C(C)(C)(C)OC(=O)N1C=CC2=C(C(=CC(=C12)C)C1CC1)C=O.C1(CC1)C=1C(=C2C=CN(C2=C(C1)C)C(=O)OC(C)(C)C)O tert-butyl 5-cyclopropyl-4-hydroxy-7-methyl-1H-indole-1-carboxylate tert-Butyl-5-cyclopropyl-4-formyl-7-methyl-1H-indole-1-carboxylate